COC(=O)C=1C(=C(C=CC1Cl)C1=CC=CC=C1)CBr bromomethyl-4-chloro-biphenyl-3-carboxylic acid methyl ester